3-(2,4-difluorophenyl)-1,6-dihydropyrazolo[4,3-d]pyrimidin-7-one FC1=C(C=CC(=C1)F)C1=NNC2=C1N=CNC2=O